ClC1=CC(=C(C=C1)C1=NC(=CN2C1=NC(=C(C2=O)C)C)[C@@H]2C[C@@H](OCC2)C=2C=NN(C2)C2COC2)F 9-(4-chloro-2-fluoro-phenyl)-2,3-dimethyl-7-[(2R,4S)-2-[1-(oxetan-3-yl)pyrazol-4-yl]tetrahydropyran-4-yl]pyrazino[1,2-a]pyrimidin-4-one